FC(C(C)NC(O[C@H]1C[C@H](CC1)C1=CC(=NN1)NC(CC1=C(C=CC(=C1)OC)S(=O)(=O)C)=O)=O)(F)F (1R,3S)-3-[3-({[5-meth-oxy-2-(methylsulfonyl)-phenyl]acetyl}amino)-1H-pyrazol-5-yl]cyclopentyl [(2ξ)-1,1,1-trifluoropropan-2-yl]carbamate